amino-8-oxononanoic acid NC(C(=O)O)CCCCCC(C)=O